COC(=O)C1N(CCN(C1)C(C1=CC=C(C=C1)F)C1=CC=C(C=C1)F)C1=C(C(N(C2=CC=C(N=C12)C#N)C)=O)C#N Methyl-4-(bis(4-fluorophenyl)methyl)-1-(3,6-dicyano-1-methyl-2-oxo-1,2-dihydro-1,5-naphthyridin-4-yl)piperazin-2-carboxylat